5-chloro-N4-(5-cyclopropyl-1H-pyrazol-3-yl)-N2-[(1S)-(4-fluoro-phenyl)-ethyl]-6-(4-methyl-piperazin-1-yl)-pyrimidine-2,4-diamine ClC=1C(=NC(=NC1N1CCN(CC1)C)NCCC1=CC=C(C=C1)F)NC1=NNC(=C1)C1CC1